N(=NC1=C(C=CC=C1)O)C1=C(C=CC=C1)O azobisphenol